C(C)S(=O)(=O)N1CC(N(CC1)C1=CC=CC(N1)=O)C(F)(F)F 6-[4-ethylsulfonyl-2-(trifluoromethyl)piperazin-1-yl]-1H-pyridin-2-one